3-[4-[2-methoxyethyl(3-pyridyl)amino]phenyl]azetidine-1-carboxylic acid tert-butyl ester C(C)(C)(C)OC(=O)N1CC(C1)C1=CC=C(C=C1)N(C=1C=NC=CC1)CCOC